8-bromo-1-(3,5-dichlorophenyl)-7-methoxy-1,4-dihydrochromeno[4,3-c]pyrazole-3-carboxylic acid BrC1=CC2=C(C=C1OC)OCC1=C2N(N=C1C(=O)O)C1=CC(=CC(=C1)Cl)Cl